NC=1C=2N(C3=C(N1)C=NC(=C3)C(=O)N(C)C3CCC1=CC=CC=C31)C=NC2 4-amino-N-(2,3-dihydro-1H-inden-1-yl)-N-meth-ylimidazo[1,5-a]pyrido-[3,4-e]pyrazine-8-carboxamide